3-(4-methyl-piperazin-1-yl)-1-[(3R,5R)-3-methyl-5-(8-trifluoromethyl-quinolin-5-yl)-piperidin-1-yl]-propan-1-one CN1CCN(CC1)CCC(=O)N1C[C@@H](C[C@@H](C1)C1=C2C=CC=NC2=C(C=C1)C(F)(F)F)C